methyl 5-bromo-2-(((1R,2S)-2-(isoquinoline-4-carboxamido) cyclohexyl) amino)-3-nitrobenzoate BrC=1C=C(C(=C(C(=O)OC)C1)N[C@H]1[C@H](CCCC1)NC(=O)C1=CN=CC2=CC=CC=C12)[N+](=O)[O-]